NC=1C2=C(N=CN1)C=C(N2C2=CC(=C(C=C2)NC2=NC(=CC=C2)C)F)C2=CC=C(C=C2)NC(C=C)=O N-(4-(4-amino-5-(3-fluoro-4-((6-methylpyridin-2-yl)amino)phenyl)-5H-pyrrolo[3,2-d]pyrimidin-6-yl)phenyl)acrylamide